5-cyclopropyl-1-(3-methyl-4-(4,4,5,5-tetramethyl-1,3,2-dioxaborolane-2-yl)phenyl)-1H-pyrazole C1(CC1)C1=CC=NN1C1=CC(=C(C=C1)B1OC(C(O1)(C)C)(C)C)C